P(=O)([O-])([O-])[O-].[Ba+2].P(=O)([O-])([O-])[O-].[Ba+2].[Ba+2] Barium phosphat